NC1=NC2=CC=C(C=C2C=C1Br)C(=O)N(CC1=NC=C(C=C1)C(F)(F)F)CC(C)C 2-amino-3-bromo-N-(2-methylpropyl)-N-((5-(trifluoromethyl)-2-pyridinyl)methyl)-6-quinolinecarboxamide